O=C1N(CC2=CC=C(C=C12)C1CCNCC1)C1C(NC(CC1)=O)=O 3-(1-oxo-6-(piperidin-4-yl)isoindolin-2-yl)piperidine-2,6-dione